2-fluoro-3-[[7-[(3-fluoro-2-pyridinyl)oxy]-4-methyl-2-oxo-chromen-3-yl]methyl]benzenesulfonyl chloride FC1=C(C=CC=C1CC=1C(OC2=CC(=CC=C2C1C)OC1=NC=CC=C1F)=O)S(=O)(=O)Cl